ClC1=C(C=CC(=C1)F)CN1CC2(C1)CNC2 2-[(2-chloro-4-fluoro-phenyl)methyl]-2,6-diazaspiro[3.3]heptane